FC(C1=NC=CC(=C1)NC=1C2=C(N=CN1)C=CC(=N2)N2CC1(CCN1C(C=C)=O)C2)(F)F 1-(6-(4-((2-(trifluoromethyl)pyridin-4-yl)amino)pyrido[3,2-d]pyrimidin-6-yl)-1,6-diazaspiro[3.3]heptan-1-yl)prop-2-en-1-one